F[C@H]1C(NCC1)=O (R)-3-fluoropyrrolidin-2-one